2-(4-((4-(5-acetylpyridin-2-yl)piperazin-1-yl)methyl)-2,6-dimethylphenoxy)-2-methylpropanoic acid ethyl ester C(C)OC(C(C)(C)OC1=C(C=C(C=C1C)CN1CCN(CC1)C1=NC=C(C=C1)C(C)=O)C)=O